hydroxyhexyl-γ-hydroxybutyrate OCCCCCCOC(CCCO)=O